5-(1-phenylvinyl)-3H-pyrrole C1(=CC=CC=C1)C(=C)C1=CCC=N1